FC1=C(C=CC=C1)C1=C(C(=CC=C1)C1=NC=2CCN(CC2C=C1)CC(=O)OCC)C Ethyl 2-(2-(2'-fluoro-2-methyl-[1,1'-biphenyl]-3-yl)-7,8-dihydro-1,6-naphthyridin-6(5H)-yl)acetate